3-(2-{5-methoxy-6-[(1s,3s)-3-(dimethylamino)cyclobutoxy]-3-pyridylamino}-4-pyrimidinylamino)-2-quinolinecarbonitrile COC=1C=C(C=NC1OC1CC(C1)N(C)C)NC1=NC=CC(=N1)NC=1C(=NC2=CC=CC=C2C1)C#N